COC1=CC=C(CN(C2=CN=C3C(=N2)OC(=C3)C)CC3=CC=C(C=C3)OC)C=C1 N,N-bis(4-methoxybenzyl)-6-methylfuro[2,3-b]pyrazin-3-amine